NC1=CC=C(C=C1)C=1N=NN(C1)C1CCN(CC1)C(=O)OC(C)(C)C tert-Butyl 4-(4-(4-aminophenyl)-1H-1,2,3-triazol-1-yl)piperidine-1-carboxylate